(4S)-1-({5-[5-(difluoromethyl)-1,3,4-oxadiazol-2-yl]-1,3-thiazol-2-yl}methyl)-4-methyl-1,2,3,4-tetrahydro-1,7-naphthyridin-2-one FC(C1=NN=C(O1)C1=CN=C(S1)CN1C(C[C@@H](C2=CC=NC=C12)C)=O)F